2-hydroxycarbonyl-2-naphthyloxycarbonylmethyl-bicyclo[2.2.1]Hept-5-ene OC(=O)C1(CC2=CC=CC=C2C=C1)OC(=O)CC12CCC(C=C1)C2